CCCCC/C=C\\C/C=C\\C/C=C\\C/C=C\\CCCCCCCCCCC[C@H](CC(=O)SCCNC(=O)CCNC(=O)[C@@H](C(C)(C)COP(=O)(O)OP(=O)(O)OC[C@@H]1[C@H]([C@H]([C@@H](O1)N2C=NC3=C(N=CN=C32)N)O)OP(=O)(O)O)O)O The molecule is a 3-hydroxy fatty acyl-CoA that results from the formal condensation of the thiol group of coenzyme A with the carboxy group of (3R,15Z,18Z,21Z,24Z)-3-hydroxytriacontatetraenoic acid. It is a (R)-3-hydroxyacyl-CoA, a 3-hydroxy fatty acyl-CoA, an unsaturated fatty acyl-CoA and an ultra-long-chain fatty acyl-CoA. It is a conjugate acid of a (3R,15Z,18Z,21Z,24Z)-3-hydroxytriacontatetraenoyl-CoA(4-).